BrC1=C(C(=CC(=C1)Br)F)OCCBr 1,5-dibromo-2-(2-bromoethoxy)-3-fluorobenzene